O=C1NC(CCC1N1C(C2=CC=CC(=C2C1=O)NCCCCCCCCC(=O)NC=1C(=CC(=C(C(=O)NC2=NC(=CC=C2)C2=NN=CN2C(C)C)C1)F)F)=O)=O 5-(9-((2-(2,6-dioxopiperidin-3-yl)-1,3-dioxoisoindolin-4-yl)amino)nonanamido)-2,4-difluoro-N-(6-(4-isopropyl-4H-1,2,4-triazol-3-yl)pyridin-2-yl)benzamide